ClC1=CC(=C2C(=N1)C(=C(S2)C[C@H](C)NC(OC(C)(C)C)=O)C#N)NCC=2OC=CC2 tert-butyl (S)-(1-(5-chloro-3-cyano-7-((furan-2-ylmethyl)amino)thieno[3,2-b]pyridin-2-yl)propan-2-yl)carbamate